3-((S)-2-hydroxy-3-((R)-8-(imidazo[1,2-a]pyridin-6-ylsulfonyl)-1-oxa-8-azaspiro[4.5]decan-3-ylamino)propoxy)-N-methylbenzenesulfonamide O[C@H](COC=1C=C(C=CC1)S(=O)(=O)NC)CN[C@H]1COC2(C1)CCN(CC2)S(=O)(=O)C=2C=CC=1N(C2)C=CN1